C1(=CC(=CC=C1)C1=NC(=NC(=N1)C1=CC=C(C=C1)C1=CC(=CC=C1)Cl)C1=CC=CC=C1)C1=CC=CC=C1 2-([1,1'-biphenyl]-3-yl)-4-(3'-chloro-[1,1'-biphenyl]-4-yl)-6-phenyl-1,3,5-triazine